Cl.N1N=NN=C1C1=CC(=CC(=C1)C1=NN=NN1)C1=NN=NN1 1,3,5-tris(1H-tetrazol-5-yl)benzene hydrochloride